ClC1=CC=C(C=C1)C(CC(C)C)N1C[C@@H](N(C[C@H]1C)C=1C=2N=C(N(C2N(C(N1)=O)C)C[C@H]1OCCC1)C)C 6-((2S,5R)-4-(1-(4-chlorophenyl)-3-methylbutyl)-2,5-dimethylpiperazin-1-yl)-3,8-dimethyl-9-(((S)-tetrahydrofuran-2-yl)methyl)-3,9-dihydro-2H-purin-2-one